Cl.Cl.NC1(C(CC(C1)CCB(O)O)CN)C(=O)O 1-amino-2-(aminomethyl)-4-(2-boronoethyl)cyclopentane-1-carboxylic acid dihydrochloride